COC(=O)C=1C(=CC2=C(N(C=N2)C)C1)Br 5-bromo-1-methyl-1H-benzo(d)imidazole-6-carboxylic acid methyl ester